1-oleoyl-2-(12-biotinyl-(aminododecanoyl))-sn-glycerol C(CCCCCCC\C=C/CCCCCCCC)(=O)OC[C@@H](OC(CCCCCCCCCCC(C(CCCC[C@@H]1SC[C@@H]2NC(=O)N[C@H]12)=O)N)=O)CO